4-[3-(4-aminopiperidine-1-carbonyl)-5-(4-methylphenyl)pyrazol-1-yl]benzonitrile NC1CCN(CC1)C(=O)C1=NN(C(=C1)C1=CC=C(C=C1)C)C1=CC=C(C#N)C=C1